C(OC1=C(C(=CC=C1)C(C)(C)C)OCC#CC)([O-])=O (tert-butyl 2-(but-2-yn-1-yloxy) phenyl) carbonate